(S)-N-(5-ethylthiazol-2-yl)-2-(3-(6-(vinylsulfonamido)pyridin-3-yl)phenyl)propionamide C(C)C1=CN=C(S1)NC([C@@H](C)C1=CC(=CC=C1)C=1C=NC(=CC1)NS(=O)(=O)C=C)=O